The molecule is the S-[(R)-lactoyl] derivative of glutathione. It is an intermediate in the pyruvate metabolism. It has a role as a human metabolite, a Saccharomyces cerevisiae metabolite, an Escherichia coli metabolite and a mouse metabolite. It derives from a (R)-lactic acid. It is a conjugate acid of a (R)-S-lactoylglutathionate(1-). C[C@H](C(=O)SC[C@@H](C(=O)NCC(=O)O)NC(=O)CC[C@@H](C(=O)O)N)O